dimethylhexadecyl-[3-(triethoxysilyl)propyl]ammonium bromide [Br-].C[N+](CCC[Si](OCC)(OCC)OCC)(CCCCCCCCCCCCCCCC)C